4-(5-((4-cyclopropyl-1H-indazol-5-yl)amino)-1-methyl-1H-1,2,4-triazol-3-yl)-N-(2,2-difluoroethyl)-benzamide C1(CC1)C1=C2C=NNC2=CC=C1NC1=NC(=NN1C)C1=CC=C(C(=O)NCC(F)F)C=C1